2-Azabicyclo[3.1.0]hexane-2,3-dicarboxylic acid 2-(tert-butyl) 3-(1,3-dioxoisoindolin-2-yl) ester O=C1N(C(C2=CC=CC=C12)=O)OC(=O)C1N(C2CC2C1)C(=O)OC(C)(C)C